6-(3,4-Dichloro-phenyl)-pyrimidine-4-carboxylic acid (tetrahydro-pyran-4-yl)-amide O1CCC(CC1)NC(=O)C1=NC=NC(=C1)C1=CC(=C(C=C1)Cl)Cl